P(=O)(OC(CCCCCCC)CC)([O-])[O-] ethylheptylmethyl phosphate